FC(C(C(C(S(=O)(=O)[O-])(F)F)(F)F)(F)F)(F)F.C1(=CC=CC=C1)[S+](C1=CC=C(C=C1)O)C1=CC=CC=C1 diphenyl-4-hydroxyphenyl-sulfonium nonafluoro-n-butanesulfonate